Cl.CNC(=O)[C@@H]1CN(C(C=2N1N=C1C2CN[C@@H](C1)C)=O)[C@@H](C)C1=CC=C(C=C1)S(=O)(=O)C (3R,7S)-N,3-dimethyl-9-((S)-1-(4-(methylsulfonyl)phenyl)ethyl)-10-oxo-1,2,3,4,7,8,9,10-octahydropyrido[4',3':3,4]Pyrazolo[1,5-a]Pyrazine-7-carboxamide hydrochloride